C1(CCCC1)N1C=C(C2=CC(=CC=C12)NC(=O)C1=NC=CC=C1)C#N N-(1-cyclopentyl-3-cyano-1H-indol-5-yl)pyridineamide